methanesulphonic acid palladium (II) [Pd+2].CS(=O)(=O)O